BrCC(=O)C1=CC=C(C=C1)OC 2-bromo-1-{4-methoxyphenyl}ethanone